FC(C1=CC(=NC=C1)N1CCC2(CN(C2)C(=O)OC(C)(C)C)CC1)(F)F tert-butyl 7-[4-(trifluoromethyl)pyridin-2-yl]-2,7-diazaspiro[3.5]nonane-2-carboxylate